(R)-5-(2-((4,4-difluoro-1-(oxetan-3-yl)pyrrolidin-3-yl)amino)-6-fluoro-4-methoxypyrrolo[2,1-f][1,2,4]triazin-5-yl)-N-isopropylpyrazolo[1,5-a]pyridine-3-carboxamide FC1([C@@H](CN(C1)C1COC1)NC1=NN2C(C(=N1)OC)=C(C(=C2)F)C2=CC=1N(C=C2)N=CC1C(=O)NC(C)C)F